OC(CCNC(=O)C=1C=2C[C@H]3[C@@H](C2N(N1)C1=C(C=C(C=C1)F)F)C3)(C)C (1aS,5aS)-2-(2,4-Difluoro-phenyl)-1a,2,5,5a-tetrahydro-1H-2,3-diaza-cyclopropa[a]pentalene-4-carboxylic acid (3-hydroxy-3-methyl-butyl)-amide